FC1=CC=C(C(=O)NC2=C3N=CN(C3=NC=N2)C[C@@H](C)OCP2(OCC(CO2)CC(=O)OC(C)C)=O)C=C1 (R)-isopropyl 2-(2-(((1-(6-(4-fluorobenzamido)-9H-purin-9-yl)propan-2-yl)oxy)methyl)-2-oxo-1,3,2-dioxaphosphinan-5-yl)acetate